6-(5-methoxy-2,4-dimethylphenyl)-2-(pyrimidin-2-yl)-7,8-dihydro-phthalazin-1(2H)-one COC=1C(=CC(=C(C1)C1=CC=2C=NN(C(C2CC1)=O)C1=NC=CC=N1)C)C